CC1=C(C(=C(C1([Zr](C1(C=CC2=CC=3CCCC3C=C12)C)(C)C)C)C)C)C Pentamethylcyclopentadienyl-dimethyl-(1-methyl-1,5,6,7-tetrahydro-s-indacenyl)zirconium